(S)-4-(5-ethoxy-6-(2-methylpyrrolidin-1-yl)pyridineamido)benzoic acid C(C)OC=1C=CC(=NC1N1[C@H](CCC1)C)C(=O)NC1=CC=C(C(=O)O)C=C1